ClC1=CC(=C(N)C=C1)C1=CC(=NC=C1OC)OC 4-chloro-2-(2,5-dimethoxypyridin-4-yl)aniline